FC1=C2CC(CC2=CC(=C1O)[N+](=O)[O-])C(=O)OCC ethyl 4-fluoro-5-hydroxy-6-nitro-indane-2-carboxylate